Di(octadecyl)methyl-ammonium tetrakis(pentafluorophenyl)borate FC1=C(C(=C(C(=C1[B-](C1=C(C(=C(C(=C1F)F)F)F)F)(C1=C(C(=C(C(=C1F)F)F)F)F)C1=C(C(=C(C(=C1F)F)F)F)F)F)F)F)F.C(CCCCCCCCCCCCCCCCC)[NH+](C)CCCCCCCCCCCCCCCCCC